fluorophenethylammonium F[NH2+]CCC1=CC=CC=C1